5-fluoro-3-methylbenzo[d]oxazol-2(3H)-one FC=1C=CC2=C(N(C(O2)=O)C)C1